3-((5-(3-fluorophenyl)pyrimidin-2-yl)amino)-N-(indolin-5-yl)benzamide FC=1C=C(C=CC1)C=1C=NC(=NC1)NC=1C=C(C(=O)NC=2C=C3CCNC3=CC2)C=CC1